(E)-1-(3-(3-nitrophenyl)acryloyl)-3-(Phenylselanyl)piperidin-2-one [N+](=O)([O-])C=1C=C(C=CC1)/C=C/C(=O)N1C(C(CCC1)[Se]C1=CC=CC=C1)=O